C(C)OC(/C=C/C1CCN(CC1)C(=O)OC(C)(C)C)=O tert-butyl (E)-4-(3-ethoxy-3-oxoprop-1-en-1-yl)piperidine-1-carboxylate